S1C=C(C=C1)C(=C(C1=CSC=C1)C1=CSC=C1)[SiH3] tri(3-thienyl)vinylsilane